N1CC(C1)N1CCC2(CC1)COC1=C3CN(C(C3=CC=C12)=O)[C@@H]1C(NC(CC1)=O)=O (S)-3-(1'-(azetidin-3-yl)-6-oxo-6,8-dihydro-2H,7H-spiro[furo[2,3-e]isoindole-3,4'-piperidin]-7-yl)piperidine-2,6-dione